C1OCC12CN(C2)CC2=CC=CC(=N2)CO (6-((2-oxa-6-azaspiro[3.3]heptan-6-yl)methyl)pyridin-2-yl)methanol